[Fe+2].C=1([O-])C([O-])=CC=CC1.[Fe+3] ferric catecholate iron